ClC=1C(=NC(=NC1)NC1=CC=C(C=C1)N1CCN(CC1)C)NC1=C(C#N)C(=CC=C1)OCC1=C(C=CC=C1)F 2-((5-chloro-2-((4-(4-methylpiperazin-1-yl)phenyl)amino)pyrimidin-4-yl)amino)-6-((2-fluorobenzyl)oxy)benzonitrile